N,N-dimethyl-1-[4-(4,4,5,5-tetramethyl-1,3,2-dioxaborolan-2-yl)phenyl]piperidin-3-amine CN(C1CN(CCC1)C1=CC=C(C=C1)B1OC(C(O1)(C)C)(C)C)C